tert-butyl-3-[4-N-Boc-piperazin-1-yl]phenylboronic acid pinacol ester C(C)(C)(C)CC1(OB(OC1(C)C)C1=CC(=CC=C1)N1CCN(CC1)C(=O)OC(C)(C)C)C